5,N5,6-trimethyl-2-oxo-N3-(2-phenylethyl)-1-[3-(trifluoromethyl)phenyl]-1,2-dihydropyridine-3,5-dicarboxamide CC1(C=C(C(N(C1C)C1=CC(=CC=C1)C(F)(F)F)=O)C(=O)NCCC1=CC=CC=C1)C(=O)NC